FC=1C=CC2=C(N=C(O2)NC=2OC3=C(N2)C=C(C=C3)C(C(=O)OC)C)C1 methyl 2-[2-(5-fluoro-1,3-benzoxazol-2-ylamino)-1,3-benzoxazol-5-yl]propionate